C(C)OP(=O)(OCC)C(C(=O)OC)CC(=O)OC1(CC1)C1CCCCC1 4-(1-cyclohexylcyclopropyl) 1-methyl 2-(diethoxyphosphoryl)succinate